tert-butyl (R)-3-(3-(4-nonyl-3-(trifluoromethyl)phenyl)-1,2,4-oxadiazol-5-yl)piperidine-1-carboxylate C(CCCCCCCC)C1=C(C=C(C=C1)C1=NOC(=N1)[C@H]1CN(CCC1)C(=O)OC(C)(C)C)C(F)(F)F